3-(N,N-dimethyl-N-(4-vinyl-phenyl)-ammonio)propanesulfonate C[N+](C1=CC=C(C=C1)C=C)(C)CCCS(=O)(=O)[O-]